1-benzyl-4-(2-methylallyl)piperidine-4-carbonitrile C(C1=CC=CC=C1)N1CCC(CC1)(C#N)CC(=C)C